COC(=O)C=1C(NC(N([C@H]2[C@H](O)[C@H](O)[C@@H](CO)O2)C1)=O)=O 5-methoxycarbonyl-uridine